N-[(1S)-1-cyano-2-[(3R)-5,5-dimethyl-2-oxo-pyrrolidin-3-yl]ethyl]-6-[(2S)-3,3-dimethyl-2-[(2,2,2-trifluoroacetyl)amino]butanoyl]-6-azaspiro[3.4]octane-7-carboxamide C(#N)[C@H](C[C@H]1C(NC(C1)(C)C)=O)NC(=O)C1N(CC2(CCC2)C1)C([C@H](C(C)(C)C)NC(C(F)(F)F)=O)=O